dodecendioic acid C(C=CCCCCCCCCC(=O)O)(=O)O